C=12C(=CC=CC1)C(=O)OCCCOC(=O)C=1C2=CC=CC1 trimethylene 2,2'-biphenyldicarboxylate